C1(CC1)OC1=CC=2N(C=C1C(=O)NC=1C(N(C=CC1)C1CC1)=O)C=C(N2)C21COC(C2)(C1)C 7-cyclopropoxy-N-(1-cyclopropyl-2-oxo-1,2-dihydropyridin-3-yl)-2-(1-methyl-2-oxabicyclo[2.1.1]hex-4-yl)imidazo[1,2-a]pyridine-6-carboxamide